3-formyl-6,7-dihydropyrazolo[1,5-a]pyrazine-5(4H)-carboxylic acid tert-butyl ester C(C)(C)(C)OC(=O)N1CC=2N(CC1)N=CC2C=O